(R)-2-fluoro-N-((5-fluoro-6-methoxypyridin-3-yl)methyl)-5-(3-(1-hydroxyethyl)pyridin-2-yl)benzamide FC1=C(C(=O)NCC=2C=NC(=C(C2)F)OC)C=C(C=C1)C1=NC=CC=C1[C@@H](C)O